5-chloro-N-{3-fluoro-4-[2-(2-methylpyrimidin-5-yl)ethynyl]pyridin-2-yl}-2-methoxypyridine-3-sulfonamide ClC=1C=C(C(=NC1)OC)S(=O)(=O)NC1=NC=CC(=C1F)C#CC=1C=NC(=NC1)C